6-chloro-N-methyl-4-((1-methylpiperidin-4-yl)methylamino)pyridazine-3-carboxamide tert-Butyl-(1-(1-(6-chloro-5-((4-methoxybenzyl)oxy)pyridin-3-yl)ethyl)-1H-pyrazol-4-yl)carbamate C(C)(C)(C)N(C(O)=O)C=1C=NN(C1)C(C)C=1C=NC(=C(C1)OCC1=CC=C(C=C1)OC)Cl.ClC1=CC(=C(N=N1)C(=O)NC)NCC1CCN(CC1)C